5-(p-tolyl)furanone C1(=CC=C(C=C1)C1=CCC(O1)=O)C